NC1=C(C=O)C(=CC(=C1)I)Cl 2-Amino-6-chloro-4-iodobenzaldehyde